5-chloro-4-phenylpyrimidine-2-carboxylic acid ClC=1C(=NC(=NC1)C(=O)O)C1=CC=CC=C1